water persulfate S(=O)(=O)(O)OOS(=O)(=O)O.O